FC(OC1=CC=C(C=C1)S(=O)(=O)N1N=C2C(=C1)CN(C2)C(CC2C(NC1=CC=CC=C21)=O)=O)F 3-(2-{2-[4-(difluoromethoxy)benzenesulfonyl]-2H,4H,5H,6H-pyrrolo[3,4-c]pyrazol-5-yl}-2-oxoethyl)-2,3-dihydro-1H-indol-2-one